5-fluoro-2-(4,4,5,5-tetramethyl-1,3,2-dioxaborolan-2-yl)-1H-indole FC=1C=C2C=C(NC2=CC1)B1OC(C(O1)(C)C)(C)C